2-amino-5-(3-methoxypropyl)-1,3-thiazole-4-carboxylic acid ethyl ester C(C)OC(=O)C=1N=C(SC1CCCOC)N